methyl 3-(cyclopropylmethoxy)-4-hydroxybenzoate C1(CC1)COC=1C=C(C(=O)OC)C=CC1O